The molecule is a thiamine phosphate. It has a role as a Saccharomyces cerevisiae metabolite and a human metabolite. It is a conjugate base of a thiamine(1+) diphosphate. CC1=C(SC=[N+]1CC2=CN=C(N=C2N)C)CCOP(=O)(O)OP(=O)(O)[O-]